4-(3-methyl-1H-pyrazol-4-yl)-6-(3-(methylamino)azetidin-1-yl)pyrimidin-2-amine CC1=NNC=C1C1=NC(=NC(=C1)N1CC(C1)NC)N